C(N)(OC(C=O)CC)=O (1-oxobutan-2-yl) carbamate